hexane-1,6-diyl bis((4R,4aS,7aR,12bS)-9-methoxy-3-methyl-7-oxo-1,2,3,4,5,6,7,7a-octahydro-4aH-4,12-methanobenzofuro[3,2-e]isoquinolin-4a-yl) bis(carbonate) C(OCCCCCCOC(O[C@]12CCC([C@H]3[C@@]24CCN([C@@H]1CC1=CC=C(C(=C14)O3)OC)C)=O)=O)(O[C@]31CCC([C@H]4[C@@]12CCN([C@@H]3CC3=CC=C(C(=C32)O4)OC)C)=O)=O